tert-butyl 4-(8-((4-([1,2,4]triazolo[1,5-a]pyridin-7-yloxy)-3-methylphenyl)amino)-7-fluoro-1,5-naphthyridin-2-yl)-3,6-dihydropyridine-1(2H)-carboxylate N=1C=NN2C1C=C(C=C2)OC2=C(C=C(C=C2)NC=2C(=CN=C1C=CC(=NC21)C=2CCN(CC2)C(=O)OC(C)(C)C)F)C